NC=1NC(C=2N=CN(C2N1)[C@@H]1C([C@@H]([C@@H](C1)O)CO)C)=O 2-amino-9-[(1S,3R,4R)-4-hydroxy-3-hydroxymethyl-2-methylcyclopentyl]-1,9-dihydro-6H-purin-6-one